C(C)(C)(C)N[Ta](N(CC)C)(N(CC)C)N(C)CC tert-butylamino-tris(ethylmethylamino)tantalum